2-((8S,9S,10R,13S,14S,17S)-10,13-dimethyl-3-oxo-2,3,6,7,8,9,10,11,12,13,14,15,16,17-tetradecahydro-1H-cyclopenta[a]phenanthren-17-yl)-2-oxoethyl acetate C(C)(=O)OCC(=O)[C@H]1CC[C@H]2[C@@H]3CCC4=CC(CC[C@@]4([C@H]3CC[C@]12C)C)=O